1,3-bis(3-amino-4-phenoxyphenyl)benzene NC=1C=C(C=CC1OC1=CC=CC=C1)C1=CC(=CC=C1)C1=CC(=C(C=C1)OC1=CC=CC=C1)N